BrC=1C=C(C=CC1O)CC(C(=O)O)=NO 3-(3-bromo-4-hydroxyphenyl)-2-hydroxyimino-propionic acid